C(#N)C=1C=C(C=NC1N1N=CC=N1)NC(=O)C=1C=NN(C1C(F)(F)F)C=1C2=C(N=CN1)C=CS2 N-(5-cyano-6-(2H-1,2,3-triazol-2-yl)pyridin-3-yl)-1-(thieno[3,2-d]pyrimidin-4-yl)-5-(trifluoromethyl)-1H-pyrazole-4-carboxamide